C1(=CCCC1)C(=O)OC methyl cyclopentenoate